(S)-tert-butyl (1-((2-amino-5-nitrophenyl)amino)-1-oxopropan-2-yl)(methyl)carbamate NC1=C(C=C(C=C1)[N+](=O)[O-])NC([C@H](C)N(C(OC(C)(C)C)=O)C)=O